C(C)N(C(C1=C(C=CC(=C1)F)C1=C2C=NN(C2=CC(=C1)C1CN(C1)[C@H](CN1CCN(CC1)CCO)C(C)C)C)=O)C(C)C N-ethyl-5-fluoro-2-(6-{1-[(2S)-1-[4-(2-hydroxyethyl)piperazin-1-yl]-3-methylbutan-2-yl]azetidin-3-yl}-1-methyl-1H-indazol-4-yl)-N-(isopropyl)benzamide